acryloyloxydecylphosphonate C(C=C)(=O)OCCCCCCCCCCP([O-])([O-])=O